C(C1=CC=CC=C1)OC1=CC=C(C(=C1N1CC(NS1(=O)=O)=O)F)C#CC 5-(6-(benzyloxy)-2-fluoro-3-(prop-1-yn-1-yl)phenyl)-1,2,5-thiadiazolidin-3-one 1,1-dioxide